[[4-cyano-2,2-dideuterio-7-[4-(trifluoromethoxy)phenyl]-3H-benzofuran-5-yl]aminomethyl]prop-2-enoic acid C(#N)C1=C(C=C(C2=C1CC(O2)([2H])[2H])C2=CC=C(C=C2)OC(F)(F)F)NCC(C(=O)O)=C